O1COC2=C1C=CC(=C2)C2=NNC1=NC=CC(=C12)C1=CC=C(C=C1)CO [4-[3-(1,3-benzodioxol-5-yl)-1H-pyrazolo[3,4-b]pyridin-4-yl]phenyl]methanol